(2S,4R)-1-(2-(3-acetyl-5-(2-methylpyrimidin-5-yl)-1H-indazol-1-yl)acetyl)-4-fluoro-N-(4-methyl-1-(2,2,2-trifluoroethyl)-1H-pyrazol-3-yl)pyrrolidine-2-carboxamide C(C)(=O)C1=NN(C2=CC=C(C=C12)C=1C=NC(=NC1)C)CC(=O)N1[C@@H](C[C@H](C1)F)C(=O)NC1=NN(C=C1C)CC(F)(F)F